Tert-butyl (3R,5R)-3,5-dimethylpiperazine-1-carboxylate C[C@@H]1CN(C[C@H](N1)C)C(=O)OC(C)(C)C